4-(((R)-1-(3-(1,1-difluoro-2-hydroxyethyl)-2-fluorophenyl)ethyl)amino)-6-((1r,4R)-hydroxycyclohexyl)-2-methylpyrido[2,3-d]pyrimidin-7(8H)-one FC(CO)(F)C=1C(=C(C=CC1)[C@@H](C)NC=1C2=C(N=C(N1)C)NC(C(=C2)C2(CCCCC2)O)=O)F